COC(C(C(C(=O)OC)CC(C)C)(CC(C)C)C#N)=O 2-cyano-2,3-diisobutylbutanedioic acid dimethyl ester